BrC1=CC=C2C=C(C(=NC2=C1)Cl)CC 7-bromo-2-chloro-3-ethylquinoline